16-phenoxyhexadecanoic acid O(C1=CC=CC=C1)CCCCCCCCCCCCCCCC(=O)O